C(CCCCCC(=O)[O-])CCCCC(=O)[O-] The molecule is a dicarboxylic acid dianion obtained by deprotonation of both carboxy groups of dodecanedioic acid; major species at pH 7.3. It has a role as a human metabolite. It is a conjugate base of a dodecanedioic acid.